CC(CCCCCBr)(O)C 1,1-dimethyl-6-bromo-1-hexanol